C1(CCC1)C1=NN2C(=NC=CC2=N1)C=1OC(=CC1)C 2-cyclobutyl-5-(5-methylfuran-2-yl)-[1,2,4]triazolo[1,5-c]pyrimidin